C1(=CC=C(C=C1)[Si](Cl)(Cl)Cl)C p-toluyltrichlorosilane